(4-([1,1-biphenyl]-2-yl)-2-methyl-1,5,6,7-tetrahydro-s-indacen-1-yl)dimethyl(2,3,4,5-tetramethylcyclopenta-2,4-dien-1-yl)silane zirconium dichloride [Cl-].[Cl-].[Zr+2].C1(=C(C=CC=C1)C1=C2C=C(C(C2=CC=2CCCC12)[Si](C1C(=C(C(=C1C)C)C)C)(C)C)C)C1=CC=CC=C1